FC1=C(C=CC=2N=CSC21)NC2=NC=NC1=CC(=CC(=C21)O[C@@H](COC)C)N2N=CC(=C2)C(C)=O (R)-1-(1-(4-((7-fluorobenzo[d]thiazol-6-yl)amino)-5-((1-methoxypropan-2-yl)oxy)quinazolin-7-yl)-1H-pyrazol-4-yl)ethan-1-one